N-(4-Methoxyphenyl)-2-oxo-1-azatricyclo[7.3.1.05,13]trideca-3,5,7,9(13)-tetraene-3-carboxamide COC1=CC=C(C=C1)NC(=O)C=1C(N2CCCC=3C=CC=C(C1)C23)=O